bis(methyl-d)phosphine oxide C([2H])P(C[2H])=O